8-[(3R)-3-(dimethylamino)pyrrolidin-1-yl]-N-{8-fluoro-2-methylimidazo[1,2-a]pyridin-6-yl}quinoxaline-5-carboxamide CN([C@H]1CN(CC1)C1=CC=C(C=2N=CC=NC12)C(=O)NC=1C=C(C=2N(C1)C=C(N2)C)F)C